C(C=C)(=O)N1CCN(CC1)C1=CC=C(C=C1)C=1C=2N(C=C(C1)OCC1CCOCC1)N=CC2C#N 4-(4-(4-propenoylpiperazin-1-yl)phenyl)-6-((tetrahydro-2H-pyran-4-yl)methoxy)pyrazolo[1,5-a]pyridine-3-carbonitrile